6-{[2-Chloro-4-fluoro-5-(7-morpholin-4-yl-quinazolin-4-yl)phenyl]-hydroxymethyl}-2-ethyl-2H-pyridazin-3-one ClC1=C(C=C(C(=C1)F)C1=NC=NC2=CC(=CC=C12)N1CCOCC1)C(C=1C=CC(N(N1)CC)=O)O